5-(((E)-3-(2-Methoxy-6-((4-methoxyphenyl)methoxy)phenyl)-1-methylsulfonyl-3-oxo-1-propenyl)amino)pyrazine-2-carbonitrile COC1=C(C(=CC=C1)OCC1=CC=C(C=C1)OC)C(/C=C(/S(=O)(=O)C)\NC=1N=CC(=NC1)C#N)=O